1-amino-3-(benzyloxy)-N-(4-fluorophenethyl)-4-oxo-1,4-dihydropyridine-2-carboxamide NN1C(=C(C(C=C1)=O)OCC1=CC=CC=C1)C(=O)NCCC1=CC=C(C=C1)F